CC(C)(S(=O)(=O)C)C1=NSC(=N1)C(=O)O 3-(1-methyl-1-methylsulfonyl-ethyl)-1,2,4-thiadiazole-5-carboxylic acid